OC1=C(C(N(C=C1C)C)=O)NC(N[C@@H](CC(=O)O)C=1C=C(C(=CC1)OC)C1=CC=CC=C1)=O (S)-3-(3-(4-hydroxy-1,5-dimethyl-2-oxo-1,2-dihydropyridin-3-yl)ureido)-3-(6-methoxybiphenyl-3-yl)propionic acid